N=1SN=C2C1C=CC=C2N 2,1,3-benzothiadiazole-4-amine